N-((S)-1-(((S)-1-(2-((R)-2-chloro-2-fluoroacetyl)-2-(((S)-2-oxopyrrolidine-3-yl)methyl)hydrazinyl)-4-methyl-1-oxopentan-2-yl)amino)-3,3-dimethyl-1-oxobutan-2-yl)cyclopropanecarboxamide Cl[C@H](C(=O)N(NC([C@H](CC(C)C)NC([C@H](C(C)(C)C)NC(=O)C1CC1)=O)=O)C[C@H]1C(NCC1)=O)F